6-(3-methylpiperazin-1-yl)quinazolin-4-amine hydrochloride Cl.CC1CN(CCN1)C=1C=C2C(=NC=NC2=CC1)N